C(C1=CC=CC=C1)(=O)O.C(CN)N ethylenediamine (benzoate)